ClC=1C=CC(=C2CCC(C12)=O)O 7-chloro-4-hydroxy-2,3-dihydro-1H-inden-1-one